BrC1=CC=CC(=N1)CC(=O)N1CCCC1 2-(6-bromo-2-pyridyl)-1-pyrrolidin-1-ylethanone